5-(2-(difluoromethoxy)-5-(methylsulfanyl)phenyl)-4-nitro-1-((2-(trimethylsilyl)ethoxy)methyl)-1H-pyrazole FC(OC1=C(C=C(C=C1)SC)C1=C(C=NN1COCC[Si](C)(C)C)[N+](=O)[O-])F